1-(3-((6-aminopyridin-3-yl)oxy)phenyl)-3-(3,4-dichlorophenyl)urea NC1=CC=C(C=N1)OC=1C=C(C=CC1)NC(=O)NC1=CC(=C(C=C1)Cl)Cl